The molecule is conjugate base of (3Z,5S)-3-(1-hydroxyethylidene)-5-{[4-(3-methylbut-2-en-1-yl)-1H-indol-3-yl]methyl}pyrrolidine-2,4-dione arising from deprotonation of the enolic hydroxy group; major species at pH 7.3. It is a conjugate base of a (3Z,5S)-3-(1-hydroxyethylidene)-5-{[4-(3-methylbut-2-en-1-yl)-1H-indol-3-yl]methyl}pyrrolidine-2,4-dione. CC(=CCC1=C2C(=CC=C1)NC=C2C[C@H]3C(=O)/C(=C(\\C)/[O-])/C(=O)N3)C